C=CC(=CC=CCC)[SiH](CCCCCCCC)CCCCCC1CCCCC1 octa-1,3,5-trien-3-yl-(5-cyclohexylpentyl)(octyl)silane